N,N-diisooctyldiglycolamide C(CCCCC(C)C)N(C(COCC(=O)N)=O)CCCCCC(C)C